di-trimethylpropane tetraacrylate C(C=C)(=O)O.C(C=C)(=O)O.C(C=C)(=O)O.C(C=C)(=O)O.CC(CC)(C)C.CC(CC)(C)C